5-(4-(6-(1-(difluoromethyl)-1H-pyrazol-4-yl)imidazo[1,2-a]pyridin-3-yl)pyrimidin-2-yl)-N2-propylpyridin-2,5-diamine FC(N1N=CC(=C1)C=1C=CC=2N(C1)C(=CN2)C2=NC(=NC=C2)C2(CC=C(N=C2)NCCC)N)F